(R)-2-(2,6-dioxopiperidin-3-yl)-1-oxo-1,2,3,5,6,7-hexahydrocyclopenta[f]isoindole-6-carbaldehyde O=C1NC(CCC1N1CC=2C=C3C(=CC2C1=O)C[C@@H](C3)C=O)=O